CC1=CNC2=NC=C(C=C21)C=2C=C1CC3(OCC1=C(C2)[C@H]2NCCC2)CC3 (S)-3-Methyl-5-(8'-(pyrrolidin-2-yl)spiro[cyclopropane-1,3'-isochroman]-6'-yl)-1H-pyrrolo[2,3-b]Pyridine